ethyl (E)-3-(5-methylpyridin-2-yl)but-2-enoate CC=1C=CC(=NC1)/C(=C/C(=O)OCC)/C